4-(6-(6-Chloro-1-methyl-2-oxo-1,2-dihydropyridin-3-yl)-6-(2,5-difluorophenyl)hexa-1,3-diyn-1-yl)-1H-pyrrole ClC1=CC=C(C(N1C)=O)C(CC#CC#CC=1C=CNC1)C1=C(C=CC(=C1)F)F